(1S,3S,5R)-5-(methoxymethyl)-2-((4-phenoxybutanoyl)glycyl)-2-azabicyclo[3.1.0]-hexane-3-carboxylic acid COC[C@@]12C[C@H](N([C@H]2C1)C(CNC(CCCOC1=CC=CC=C1)=O)=O)C(=O)O